(S)-6-(1-methyl-1H-pyrazol-4-yl)-4-(3-methylpiperazin-1-yl)pyrazolo[1,5-a]pyridine-3-carbonitrile hydrochloride Cl.CN1N=CC(=C1)C=1C=C(C=2N(C1)N=CC2C#N)N2C[C@@H](NCC2)C